C(C)OC1=CC=C(C=C1)C1=CN=CC(=N1)C(=O)N/N=C/C1=CC=C(C=C1)OC (E)-6-(4-ethoxyphenyl)-N'-(4-methoxybenzylidene)pyrazine-2-carbohydrazide